C1(CCCCC1)C=1C=CC(=[N+](C1)[O-])C(N[C@H]1CS(C=C1)(=O)=O)=O (R)-5-cyclohexyl-2-((1,1-dioxido-2,3-dihydrothiophen-3-yl)carbamoyl)pyridine 1-oxide